(4-fluoro-3-nitrophenyl)-3,5-dimethylisoxazole FC1=C(C=C(C=C1)C=1C(=NOC1C)C)[N+](=O)[O-]